(1H-pyrrolo[3,2-b]pyridin-2-yl)methanone N1C(=CC2=NC=CC=C21)C=O